ClC1=CC(=NC=C1)C(C)NCC 1-(4-chloro-pyridin-2-yl)-N-ethyl-ethan-1-amine